C(C=C)N1C(=NC=C1C)C 1-allyl-2,5-dimethyl-imidazole